ClC1=CC=C(C(=C1C#N)N1CCN(CC1)C1=NN=CN1C)C=1C=NC(=CC1)F 6-chloro-3-(6-fluoropyridin-3-yl)-2-[4-(4-methyl-1,2,4-triazol-3-yl)piperazin-1-yl]benzonitrile